mono[2-(methacryloyloxy) ethyl] succinate C(CCC(=O)[O-])(=O)OCCOC(C(=C)C)=O